chloro-azobenzene ClC1=C(C=CC=C1)N=NC1=CC=CC=C1